(S)-5-(2-methylpyrrolidin-1-yl)-N-(1-(methylsulfonyl)piperidin-4-yl)-6-(1H-pyrazol-4-yl)-[1,2,4]triazolo[1,5-a]pyrazin-2-amine C[C@@H]1N(CCC1)C1=C(N=CC=2N1N=C(N2)NC2CCN(CC2)S(=O)(=O)C)C=2C=NNC2